N1N=CC(=C1)C1=CC=C(C=C1)NC1=NC(=NC=C1OC)C1=CC=C2C=C(NC2=C1)C(=O)N(CC(F)(F)F)C 6-(4-((4-(1H-pyrazol-4-yl)phenyl)-amino)-5-methoxy-pyrimidin-2-yl)-N-methyl-N-(2,2,2-trifluoroethyl)-1H-indole-2-carboxamide